1,2,3-trimethylimidazolium triflate [O-]S(=O)(=O)C(F)(F)F.CN1C(=[N+](C=C1)C)C